N(=[N+]=[N-])CCCNC(CCC(C)(C#N)SC(=S)C1=CC=CC=C1)=O [4-(3-azidopropylamino)-1-cyano-1-methyl-4-oxo-butyl]benzencarbodithioate